5-ethyl-6-fluoronaphthalene-2-ol dihydrochloride Cl.Cl.C(C)C1=C2C=CC(=CC2=CC=C1F)O